NCC1(CC(N(C1)C(=O)OC(C)(C)C)C)OC tert-butyl 4-(aminomethyl)-4-methoxy-2-methylpyrrolidine-1-carboxylate